bis(2-ethoxycarbonylmethoxy)-3,3'-dimethyl-5,5'-di-tert-butyl-biphenyl CCOC(=O)COC1=C(C(=C(C=C1C(C)(C)C)C1=CC(=CC(=C1)C(C)(C)C)C)OCC(=O)OCC)C